2-(4'-Fluoro-2'-(4-methyl-4H-1,2,4-triazol-3-yl)-[1,1'-biphenyl]-3-yl)-5-(hydroxymethyl)benzo[d]oxazole-7-carbonitrile FC1=CC(=C(C=C1)C1=CC(=CC=C1)C=1OC2=C(N1)C=C(C=C2C#N)CO)C2=NN=CN2C